phenyl (2-chloropyridin-4-yl)carbamate ClC1=NC=CC(=C1)NC(OC1=CC=CC=C1)=O